1,4-bis(5-phenyloxazole-2-yl)benzene C1(=CC=CC=C1)C1=CN=C(O1)C1=CC=C(C=C1)C=1OC(=CN1)C1=CC=CC=C1